(3S)-3-[(tert-butoxycarbonyl)amino]-4-hydroxybutanoic acid methyl ester COC(C[C@@H](CO)NC(=O)OC(C)(C)C)=O